N(=[N+]=[N-])C[C@H](CCSC(C(=O)OC)(C1=CC=CC=C1)C1=CC=CC=C1)NC(=O)OC(C)(C)C methyl (S)-2-((4-azido-3-((tert-butoxycarbonyl)amino)butyl)thio)-2,2-diphenylacetate